C(C1=CC=CC=C1)C1C2C3(N=CC1CC3CN2CC(C)C)C(=O)NCC(C)C 7-benzyl-N,1-diisobutyl-1,2,3,6,7,7a-hexahydro-3aH-3,6-methanopyrrolo[3,2-b]pyridine-3a-carboxamide